2-Hydroxy-4-(trifluoromethyl)benzaldehyde OC1=C(C=O)C=CC(=C1)C(F)(F)F